ClC1=C(C=CC=C1Cl)C1=CC(=C(C=C1)Cl)Cl 2,3,3',4'-tetrachlorobiphenyl